N-(tert-butoxycarbonyl)-O-ethyl-L-serine C(C)(C)(C)OC(=O)N[C@@H](COCC)C(=O)O